C1(CC1)C1=NNC(=C1)C1CC2(CN(C2)C(=O)N2CC3(C2)CN(C3)CC=3C=NN(C3)C(F)(F)F)C1 [6-(3-cyclopropyl-1H-pyrazol-5-yl)-2-azaspiro[3.3]heptan-2-yl]-[6-[[1-(trifluoromethyl)pyrazol-4-yl]methyl]-2,6-diazaspiro[3.3]heptan-2-yl]methanone